CN(C1CCN(CC1)C1=CC(=C(C=C1)N1C(=NC(=C1)C1=NC(=NC=C1C(F)(F)F)NC1CCN(CC1)S(=O)(=O)C)C)F)C 4-(1-(4-(4-(dimethylamino)piperidin-1-yl)-2-fluorophenyl)-2-methyl-1H-imidazol-4-yl)-N-(1-(methylsulfonyl)piperidin-4-yl)-5-(trifluoromethyl)pyrimidin-2-amine